O[C@](C=1C=C(C=NC1)C#CC(C)(O)C1=NC(=CC=C1)C)(C1=CC=C(C=C1)C(C)C)C1(CN(C1)C(C)C)C 4-{5-[(R)-Hydroxy-(1-isopropyl-3-methyl-azetidin-3-yl)-(4-isopropyl-phenyl)-methyl]-pyridin-3-yl}-2-(6-methyl-pyridin-2-yl)-but-3-yn-2-ol